FC(C=1C=C(C(=O)C2C3(N(CC2C2=CC(=C(C=C2)O)O)C)C(NC2=CC=CC=C23)=O)C=C(C1)C(F)(F)F)(F)F (3,5-bis(trifluoromethyl)benzoyl)-4'-(3,4-dihydroxyphenyl)-1'-methylspiro[indoline-3,2'-pyrrolidin]-2-one